monobenzyl fumarate C(\C=C\C(=O)[O-])(=O)OCC1=CC=CC=C1